2-cyanobenzo[d]thiazole C(#N)C=1SC2=C(N1)C=CC=C2